C(CCCCCCCCCCCCCCCCC)N1C(=C(C(C=C1)=O)OC(=O)C(C)(C)C)CC N-octadecyl-2-ethyl-3-tert-butylcarbonyloxy-pyridin-4-one